ClC1=NC=C(C(=N1)NC1=CC=C(C(=O)N(C)C2=C(C=CC=C2)Cl)C=C1)F 4-[(2-chloro-5-fluoro-pyrimidin-4-yl)amino]-N-(2-chlorophenyl)-N-methyl-benzamide